FC(C(C)(C)NC1CCC(CC1)NC(OC(C)(C)C)=O)F tert-butyl (4-((1,1-difluoro-2-methylpropan-2-yl)amino) cyclohexyl)carbamate